BrC1=NN2C(C(=NC=C2)N2CC3(CC3)C(C2)(F)F)=C1 2-bromo-4-(7,7-difluoro-5-azaspiro[2.4]hept-5-yl)pyrazolo[1,5-a]pyrazine